COC=1C(NC(=NC1)N1CCOCC1)(C1=NC(=NC=C1)C1=NN(C=C1)C)NC1=CC=NC=C1 5-methoxy-2'-(1-methyl-1H-pyrazol-3-yl)-2-morpholino-N-(pyridin-4-yl)-4,4'-bipyrimidin-4-amine